trimethyl-pyrimidine-5-carbonitrile CC1=C(C(=NC(=N1)C)C)C#N